NC1=C(C=C(C=N1)NC(C(=O)N1C(CCC(C1)C)C1=CC=C2C(=N1)C=NN2)=O)C N-(6-amino-5-methyl-3-pyridyl)-2-[5-methyl-2-(1H-pyrazolo[4,3-b]pyridin-5-yl)-1-piperidyl]-2-oxo-acetamide